2-(4-fluorophenyl)-2H-1,2,3-triazole-4-carboxylic acid FC1=CC=C(C=C1)N1N=CC(=N1)C(=O)O